N-(3-chloro-5-(methylsulfonyl)phenyl)imidazo[1,2-a]pyridine-6-carboxamide ClC=1C=C(C=C(C1)S(=O)(=O)C)NC(=O)C=1C=CC=2N(C1)C=CN2